O=C\1NC2=CC=C(C=C2/C1=C\1/NC2=CC=CC=C2/C1=N\OCCCN1CCSCC1)C#N (2Z,3E)-2'-oxo-3-((3-thiomorpholinopropoxy)imino)-[2,3'-biindolinylidene]-5'-carbonitrile